N-((1H-benzo[d]imidazol-6-yl)methyl)-N-(3-methoxybenzyl)-4-(2-(2-(3-methoxyphenoxy)ethoxy)ethoxy)aniline N1C=NC2=C1C=C(C=C2)CN(C2=CC=C(C=C2)OCCOCCOC2=CC(=CC=C2)OC)CC2=CC(=CC=C2)OC